N-(3-(3-(6-Bromo-7-(((S)-1-(ethylsulfonyl)pyrrolidin-3-yl)amino)-1H-imidazo[4,5-b]pyridin-2-yl)-2,5-dimethyl-1H-pyrrol-1-yl)-4-methylphenyl)-2-morpholinoacetamid BrC=1C(=C2C(=NC1)N=C(N2)C2=C(N(C(=C2)C)C=2C=C(C=CC2C)NC(CN2CCOCC2)=O)C)N[C@@H]2CN(CC2)S(=O)(=O)CC